7H-pyrrolo[3',2':5,6]pyrido[4,3-d]pyrimidine-2,4-diamine N1=C(N=C(C2=C1C1=C(N=C2)NC=C1)N)N